mercapto-propyltrimethoxysilane SCO[Si](OC)(OC)CCC